N[C@H]1CN(CCC1)C(=O)C1=NN(C(=C1)C1=CC=C(C#N)C=C1)C1=C(C=C(C=C1)C1CC1)F (R)-4-(3-(3-aminopiperidine-1-carbonyl)-1-(4-cyclopropyl-2-fluorophenyl)-1H-pyrazol-5-yl)benzonitrile